S(=O)(=O)(O)CCCN.[Li] lithium sulfopropylamine